N-hydroxycyclohexanamide ONC(=O)C1CCCCC1